2-{2-methyl-5-oxo-6-[1-(2,2,3,3,3-pentafluoropropyl)-1H-pyrazol-4-yl]-7-(trifluoromethyl)-1H,5H-imidazo[1,2-a]pyrimidin-1-yl}acetonitrile CC=1N(C=2N(C(C(=C(N2)C(F)(F)F)C=2C=NN(C2)CC(C(F)(F)F)(F)F)=O)C1)CC#N